3-(3-amino-4-methoxyphenyl)-7-(4-(tert-butyl)phenyl)quinazolin-4(3H)-one NC=1C=C(C=CC1OC)N1C=NC2=CC(=CC=C2C1=O)C1=CC=C(C=C1)C(C)(C)C